CC=1CCC=NC1 5-methyl-3,4-dihydropyridine